C1=CC=C2C(=C1)C=CC(=O)OO2 BENZODIOXEPINONE